C(C)(C)(C)OC(=O)N(C(OC(C)(C)C)=O)C1=C(C(=CC=C1F)NC(C1=C(C(=CC(=C1)NC(=O)[C@@H]1C([C@H]1C1=CC(=C(C(=C1)Cl)Cl)Cl)(Cl)Cl)C)Cl)=O)F tert-Butyl N-tert-butoxycarbonyl-N-[3-[[2-chloro-5-[[(1R,3R)-2,2-dichloro-3-(3,4,5-trichlorophenyl)cyclopropanecarbonyl]amino]-3-methyl-benzoyl]amino]-2,6-difluoro-phenyl]carbamate